FC(C(=O)OCC1=CC=CC=C1)C(=O)OCC1=CC=CC=C1 Dibenzyl 2-fluoromalonate